hydroxyheptyl-phosphinic acid OCCCCCCCP(O)=O